N-cyclooctyl-4-(methylamino)-1H-pyrrolo[2,3-b]pyridine-2-carboxamide C1(CCCCCCC1)NC(=O)C1=CC=2C(=NC=CC2NC)N1